(S)-N-(5-(4-aminothieno[3,2-d]pyrimidine-7-yl)-2-methylpyridin-3-yl)-3-phenylisoxazolidine-2-carboxamide NC=1C2=C(N=CN1)C(=CS2)C=2C=C(C(=NC2)C)NC(=O)N2OCC[C@H]2C2=CC=CC=C2